Cerium oxid [O-2].[Ce+3].[O-2].[O-2].[Ce+3]